C(C)(C)NC=1C2=C(N=C(N1)NC1=C(C=C(C=C1)S(=O)(=O)C1CNCCO1)OC)NC=C2C#N 4-(isopropylamino)-2-((2-methoxy-4-(morpholino-sulfonyl)phenyl)amino)-7H-pyrrolo[2,3-d]pyrimidine-5-carbonitrile